OCC(CCNC1=C2N=CN=C2N(C=N1)C1[C@H](O)[C@@H](O)[C@H](O)[C@H](O1)CO)C 6-(4-hydroxy-3-methylbutylamino)-3-glucopyranosylpurine